BrC1=CC=C(C=C1)C1=CC=C(C=C1)OC 1-bromo-4-(4-methoxyphenyl)benzene